4-(difluoromethyl)-N-((1,6-dimethyl-1H-benzimidazol-7-yl)methyl)-3-fluorobenzamide FC(C1=C(C=C(C(=O)NCC2=C(C=CC3=C2N(C=N3)C)C)C=C1)F)F